[N+](=O)([O-])C1=CC=C(C=C1)S(=O)(=N)C S-(4-Nitrophenyl)-S-methyl-sulfoximine